1-[[(1r,4r)-4-(dibenzylamino)-1-(trifluoromethyl)cyclohexyl]oxy]propan-2-ol C(C1=CC=CC=C1)N(C1CCC(CC1)(C(F)(F)F)OCC(C)O)CC1=CC=CC=C1